CNCN1C(C2=CC=CC=C2C1=O)=O (methylamino)methylisoindoline-1,3-dione